5-bromo-N-(5-chloro-2-hydroxy-3-(N-methylsulfamoyl)phenyl)-2-hydroxybenzenesulfonamide BrC=1C=CC(=C(C1)S(=O)(=O)NC1=C(C(=CC(=C1)Cl)S(NC)(=O)=O)O)O